FC(OC1=NC=C(C(=O)N(C)OC)C=C1)F 6-(Difluoromethoxy)-N-methoxy-N-methylnicotinamide